5-(5-cyano-6-((3-hydroxy-2-methoxypropyl)amino)pyridin-3-yl)-N-cyclopropyl-2-fluoro-4-methylbenzamide C(#N)C=1C=C(C=NC1NCC(CO)OC)C=1C(=CC(=C(C(=O)NC2CC2)C1)F)C